tert-butyl 4-[1-[4-[3-amino-6-(2-hydroxyphenyl)pyridazin-4-yl]pyrazol-1-yl]ethyl]piperidine-1-carboxylate NC=1N=NC(=CC1C=1C=NN(C1)C(C)C1CCN(CC1)C(=O)OC(C)(C)C)C1=C(C=CC=C1)O